ClC=1C=C(OC2C[C@H](NC2)C(=O)O)C=CC1 (3s,5r)-4-(3-chlorophenoxy)proline